C(C)(C)(C)OC(=O)N1CC=2N(C(=NC2C1)C(=O)N)C 5-(tert-butoxycarbonyl)-1-methyl-1,4,5,6-tetrahydropyrrolo[3,4-d]imidazole-2-carboxamide